(benzotriazol-1-yloxy)bisdimethylaminomethylium fluoroborat F[B-](F)(F)F.N1(N=NC2=C1C=CC=C2)O[C+](N(C)C)N(C)C